fluoro-4-(2-(((2R,7aS)-2-fluorotetrahydro-1H-pyrrolizin-7a(5H)-yl)methoxy)-5-(phenylamino)pyrido[4,3-d]pyrimidin-7-yl)naphthalen-2-ol FC1=C(C=C(C2=CC=CC=C12)C1=CC=2N=C(N=CC2C(=N1)NC1=CC=CC=C1)OC[C@]12CCCN2C[C@@H](C1)F)O